methyl acetimidate C(C)(OC)=N